N-(cis-4-morpholinocyclohexyl)-5-(pyrido[2,3-b]pyrazin-7-yl)pyrrolo[2,1-f][1,2,4]triazin-2-amine O1CCN(CC1)[C@H]1CC[C@H](CC1)NC1=NN2C(C=N1)=C(C=C2)C2=CC=1C(=NC=CN1)N=C2